NC=1C2=C(N=CN1)C(=NC(=C2)N(C)C2CCCC2)C=2C(=C(C=CC2C)O)C 3-(4-amino-6-(cyclopentyl(methyl)amino)pyrido[3,4-d]pyrimidin-8-yl)-2,4-dimethylphenol